2-(exo-3-amino-8-azabicyclo[3.2.1]octan-8-yl)-5-(4-chloro-2-ethyl-2H-indazol-5-yl)-3-methyl-3,7-dihydro-4H-pyrrolo[2,3-d]pyrimidin-4-one NC1CC2CCC(C1)N2C=2N(C(C1=C(N2)NC=C1C1=C(C2=CN(N=C2C=C1)CC)Cl)=O)C